N1=CC=CC=2CCC/C(/C12)=N\NC(=S)N1CC2(C1)CCN(CC2)C2=NC=CC=C2 (E)-N'-(6,7-dihydroquinolin-8(5H)-ylidene)-7-(pyridin-2-yl)-2,7-diazaspiro[3.5]nonane-2-thiohydrazide